6-((5-Bromo-2-((5-ethyl-2-methoxy-4-(4-((3aR,6aS)-tetrahydro-1H-furo[3,4-c]Pyrrol-5(3H)-yl)piperidin-1-yl)phenyl)amino)pyrimidin-4-yl)amino)-2,3-dihydrobenzo[b][1,4]dioxin BrC=1C(=NC(=NC1)NC1=C(C=C(C(=C1)CC)N1CCC(CC1)N1C[C@@H]2[C@H](C1)COC2)OC)NC2=CC1=C(OCCO1)C=C2